BrC1=CC=C2C=NC(=NC2=C1F)OCC1(N(CCC1OC)C)C 7-bromo-8-fluoro-2-((3-methoxy-1,2-dimethylpyrrolidin-2-yl)methoxy)quinazoline